C(C)(C)C1=C(NC2=CC=C(C=C12)C1CC2C(CN(C2)C)C1)C=1C(=C(C=2N(C1)C=NN2)C)C 6-(3-Isopropyl-5-(2-methyloctahydrocyclopenta[c]pyrrol-5-yl)-1H-indol-2-yl)-7,8-dimethyl-[1,2,4]triazolo[4,3-a]pyridin